C(C)(C)(C)OC(=O)N1CC2=CC(=CC=C2CC1)Cl 7-chloro-3,4-dihydroisoquinoline-2(1H)-carboxylic acid tert-butyl ester